C1N(CCC2=CC=CC=C12)C[C@H](CN1CCOC2=C(C1=O)C=CC(=C2)C=2CCN(CC2)C(C)C)O 4-[(2R)-3-(3,4-dihydro-1H-isoquinolin-2-yl)-2-hydroxy-propyl]-8-(1-isopropyl-3,6-dihydro-2H-pyridin-4-yl)-2,3-dihydro-1,4-benzoxazepin-5-one